(2-(2-(6-Methoxynaphthalen-2-yl)Thiazol-4-yl)Acetyl)Glycine COC=1C=C2C=CC(=CC2=CC1)C=1SC=C(N1)CC(=O)NCC(=O)O